1,3-diethyl-N-(3-methylazetidin-3-yl)-2,4-dioxo-1,2,3,4-tetrahydroquinazoline-6-sulfonamide C(C)N1C(N(C(C2=CC(=CC=C12)S(=O)(=O)NC1(CNC1)C)=O)CC)=O